2,5-bis(2-methylpyridin-4-yl)-1H-indole CC1=NC=CC(=C1)C=1NC2=CC=C(C=C2C1)C1=CC(=NC=C1)C